4,6-dimethyl-2-ethyl-1,3-diaminobenzene CC1=C(C(=C(C(=C1)C)N)CC)N